C(C)(C)(C)C1=CC=C(C=C1)C(CC(=O)O)C 3-(4-(tert-butyl)phenyl)butanoic acid